(2-(2-fluoropropan-2-yl)thiazol-5-yl)methanone FC(C)(C)C=1SC(=CN1)C=O